NCCCCC aminopentane